ClC1=NNC2=C1N=C(NC1=C2C=C(N=C1)N1C[C@@H](CCC1)C#N)C1=C(C=CC=C1F)F (R)-1-(3-chloro-5-(2,6-difluorophenyl)-1,6-dihydropyrazolo[4,3-d]pyrido[4,3-f][1,3]diazepin-9-yl)piperidine-3-carbonitrile